C1=CC=CC=2S(C3=CC=CC=C3C(C12)=O)(=O)=O Thioxanthen-9-on 10,10-dioxid